COC=1C=C(C=C(C1)OC)[C@@H](C(=O)NC=1SC(=NN1)N[C@H]1CN(CC1)C=1N=NC(=CC1)C)OC (2S)-2-(3,5-dimethoxyphenyl)-2-methoxy-N-[5-[[(3R)-1-(6-methylpyridazin-3-yl)pyrrolidin-3-yl]amino]-1,3,4-thiadiazol-2-yl]acetamide